S(=O)(=O)(C1=CC(=C(C(=C1)C1=CC=CC=2SC3=CC=CC=C3SC12)OCCOC1=C(C2=CC=CC=C2C=C1)C1=C(C=CC2=CC=CC=C12)OCCO)C1=CC=CC=2SC3=CC=CC=C3SC12)C1=CC(=C(C(=C1)C1=CC=CC=2SC3=CC=CC=C3SC12)OCCOC1=C(C2=CC=CC=C2C=C1)C1=C(C=CC2=CC=CC=C12)OCCO)C1=CC=CC=2SC3=CC=CC=C3SC12 2,2'-(sulfonylbis{[2,6-di(thianthren-1-yl)-4,1-phenylene]oxyethane-2,1-diyloxy[1,1'-binaphthalene]-2',2-diyloxy})di(ethan-1-ol)